N-cyclopropyl-2-(difluoromethoxy)-6-methoxy-4-[7-(1-methyl-1-morpholino-ethyl)imidazo[1,2-a]pyridin-3-yl]benzamide C1(CC1)NC(C1=C(C=C(C=C1OC)C1=CN=C2N1C=CC(=C2)C(C)(N2CCOCC2)C)OC(F)F)=O